F[C@@H]1[C@](COC1)(C)N1CCN(CC1)C=1C=C2C=C(N=CC2=CC1C)NC(=O)[C@@H]1[C@H](C1)C1=NN(C=C1)C (1S,2S)-N-[6-[4-((3R,4R)-4-fluoro-3-methyl-tetrahydrofuran-3-yl)piperazin-1-yl]-7-methyl-3-isoquinolyl]-2-(1-methylpyrazol-3-yl)cyclopropanecarboxamide